3-(benzoyloxy)-5-methyl-6-(3-phenyloxybenzyl)-2-propylisonicotinate C(C1=CC=CC=C1)(=O)OC1=C(C(=O)[O-])C(=C(N=C1CCC)CC1=CC(=CC=C1)OC1=CC=CC=C1)C